COCC1(CCC(CC1)C1=C2N(N=C1CN(CCNC)C)CCC2)COC N1-((3-(4,4-bis-(methoxymethyl)-cyclohexyl)-5,6-dihydro-4H-pyrrolo[1,2-b]pyrazol-2-yl)methyl)-N1,N2-dimethylethane-1,2-diamine